C(OCC)(OC=1C(=NC=CC1OC)C(N[C@@H](C)C1=NOC(=N1)C1=CC=C(C=C1)OC)=O)=O (S)-ethyl (4-methoxy-2-((1-(5-(4-methoxyphenyl)-1,2,4-oxadiazol-3-yl)ethyl)carbamoyl)pyridin-3-yl) carbonate